mono-α-methylbenzylarsine CC(C1=CC=CC=C1)[AsH2]